tert-butyl (S)-2-(5-chlorothiophen-2-yl)-3-(4-((5R,7R)-6,7-dihydro-7-hydroxy-5-methyl-5H-cyclopenta[d]pyrimidin-4-yl)piperazin-1-yl)-3-oxopropylisopropylcarbamate ClC1=CC=C(S1)[C@@H](CN(C(OC(C)(C)C)=O)C(C)C)C(=O)N1CCN(CC1)C=1C2=C(N=CN1)[C@@H](C[C@H]2C)O